C(C)N1C=C(C(C2=CC=C(N=C12)C)=O)C(=O)O 1-ethyl-7-methyl-4-keto-[1,8]naphthyridine-3-carboxylic acid